FC1(C2CCC(CC12)N(C(=O)[C@H]1[C@@H](CCC1)S(=O)(=O)C1=CC=C(C)C=C1)CC=1C=C2CCCC2=CC1)F (1S,2R)-N-(7,7-Difluorobicyclo[4.1.0]heptan-3-yl)-N-((2,3-dihydro-1H-inden-5-yl)methyl)-2-tosylcyclopentane-1-carboxamide